BrC1=NC(=CC=C1NC(=O)C=1C=C(C(=NC1)C(F)(F)F)NC1=C(C=C(C=C1)F)CCCNC(OC(C)(C)C)=O)OC tert-butyl (3-(2-((5-((2-bromo-6-methoxypyridin-3-yl)carbamoyl)-2-(trifluoromethyl)pyridin-3-yl)amino)-5-fluorophenyl)propyl)carbamate